CN1N=C(C=C1C)C1=NN=C(O1)C(=O)N1[C@H](C2=C(CC1)NC=N2)C2=NN1C(C(=CC=C1)F)=C2 (R)-(5-(1,5-dimethyl-1H-pyrazol-3-yl)-1,3,4-oxadiazol-2-yl)(4-(4-fluoropyrazolo[1,5-a]pyridin-2-yl)-6,7-dihydro-1H-imidazo[4,5-c]pyridin-5(4H)-yl)methanone